CN1N=C2C(=CC(=CC2=C1)C1=CC2=C(N=C(N=[O+]2)C=2CCN(CC2)C(=O)OC(C)(C)C)C=C1)C tert-butyl 4-[7-(2,7-dimethylindazol-5-yl)-1-oxa-1,2,4-benzotriazin-1-ium-3-yl]-3,6-dihydro-2H-pyridine-1-carboxylate